(2-nitrophenyl)piperidin [N+](=O)([O-])C1=C(C=CC=C1)N1CCCCC1